CCC=CC(C)O[Si](OCC)(OCC)CCC gamma-methylpropenyl-propyl-triethoxysilane